10-(2,4-difluorophenyl)-7-((S)-2-methylpiperazin-1-yl)-9-(trifluoromethyl)-2,3-dihydro-5H-[1,4]thiazino[2,3,4-ij]quinazolin-5-one FC1=C(C=CC(=C1)F)C1=C(C=C2C(=NC(N3C2=C1SCC3)=O)N3[C@H](CNCC3)C)C(F)(F)F